C1(CC1)C(=O)NC=1C=C(C=CC1)C(C(=O)O)=C (3-(cyclopropanecarboxamido)phenyl)acrylic acid